FC(OC1=CC=C(C(=O)N2CCC(CC2)C2=C3C(=NC=C2)NC(=N3)[C@H]3CN(CCO3)C(=O)OC(C)(C)C)C=C1)(F)F |r| (Rac)-tert-butyl 2-[7-[1-[4-(trifluoromethoxy)benzoyl]-4-piperidyl]-3H-imidazo[4,5-b]pyridin-2-yl]morpholine-4-carboxylate